[Cl-].[Cl-].CC=1CC=C(C1)C=C1C(SC2=C1C=CC=C2)[Hf+2]C2SC1=C(C2=CC2=CCC(=C2)C)C=CC=C1 bis(3-(1-(4-methyl-1,4-cyclopentadienyl)methylene)benzothienyl)hafnium dichloride